(tetrahydro-2H-pyran-4-yl)methanone ethyl-2-(3-fluoro-2-methoxy-5-(thiazol-5-ylmethyl)phenyl)acetate C(C)OC(CC1=C(C(=CC(=C1)CC1=CN=CS1)F)OC)=O.O1CCC(CC1)C=O